5-(1-((2-(3-ethylureido)oxazol-5-yl)methyl)piperidin-4-yl)-N,6-dimethylpicolinamide C(C)NC(NC=1OC(=CN1)CN1CCC(CC1)C=1C=CC(=NC1C)C(=O)NC)=O